4-[(benzyloxy)methyl]-1-phospha-2,6,7-trioxabicyclo(2.2.2)octane C(C1=CC=CC=C1)OCC12COP(OC1)OC2